BrC1=CC(=NC=C1)N1CCN(CC1)C(=O)OC(C)(C)C tert-butyl 4-(4-bromo-2-pyridyl)piperazine-1-carboxylate